N1=C(C=CC2=CC=CC=C12)C(=O)[O-].[Zn+2].ClC1=C(C=CC=C1)CC(=O)N1CCC2=CC(=CC(=C12)F)C1=NC(=NC=C1)NC1=CC=NN1C.N1=C(C=CC2=CC=CC=C12)C(=O)[O-] 2-(2-chlorophenyl)-1-(7-fluoro-5-(2-((1-methyl-1H-pyrazol-5-yl)amino)pyrimidin-4-yl)indolin-1-yl)ethan-1-one zinc quinolinecarboxylate